n-methylpiperazine 8-(2-hydroxybenzoamido)octanoate OC1=C(C(=O)NCCCCCCCC(=O)O)C=CC=C1.CN1CCNCC1